3-(4-fluorophenoxy)benzoic acid FC1=CC=C(OC=2C=C(C(=O)O)C=CC2)C=C1